Lithium 2-(difluoromethyl)-8-fluoroimidazo[1,2-a]pyridin-6-amine FC(C=1N=C2N(C=C(C=C2F)N)C1)F.[Li]